C1(CC[Se][Se]CCC(=O)O1)=O 3,3'-diseleno-dipropionic anhydride